COC1=C(C=C2C=CC=NC2=C1)C1=CN=C(O1)[C@H](CCCCCC(CC)=O)NC(=O)C1=NOC2(C1)CCN(CC2)C (S)-N-(1-(5-(7-Methoxychinolin-6-yl)oxazol-2-yl)-7-oxononyl)-8-methyl-1-oxa-2,8-diazaspiro[4.5]dec-2-en-3-carboxamid